N-(6-Bromo-2-ethyl-8-fluoro-imidazo[1,2-a]pyridin-3-yl)-formamide BrC=1C=C(C=2N(C1)C(=C(N2)CC)NC=O)F